[Si](C1=CC=CC=C1)(C1=CC=CC=C1)(C(C)(C)C)OCC=1C2=C(C(=NC1)C)CC(C2)C(=O)OCC ethyl 4-[[tert-butyl(diphenyl)silyl]oxymethyl]-1-methyl-6,7-dihydro-5H-cyclopenta[c]pyridine-6-carboxylate